NC1=NC=CC=C1C1=NC=2C(=NC(=CC2)C2=CC=CC=C2)N1C1=CC=C(CN2CCC(CC2)CC(=O)OC)C=C1 methyl 2-(1-(4-(2-(2-aminopyridin-3-yl)-5-phenyl-3H-imidazo[4,5-b]pyridin-3-yl)benzyl)piperidin-4-yl)acetate